1-(6-bromobenzo[d]thiazol-2-yl)-3-(3-chlorophenyl)urea BrC1=CC2=C(N=C(S2)NC(=O)NC2=CC(=CC=C2)Cl)C=C1